C(CC)C(=O)C1CCCCC1 1-cyclohexyl propyl ketone